O[C@H]1C[C@H](NC1)C(=O)O (2S,4S)-4-Hydroxy-pyrrolidine-2-carboxylic acid